C(#N)NC(NCCC[C@@H](C(COC1=CC(=CC=C1)F)=O)NC(C(C)(C)OC)=O)=N (S)-N-(6-(3-cyanoguanidino)-1-(3-fluorophenoxy)-2-oxohexan-3-yl)-2-methoxy-2-methylpropanamide